BrC1=C(OCC(C)(O)C)C=C(C=C1)NC1=NC=C(C=C1)OC 1-(2-bromo-5-((5-methoxypyridin-2-yl)amino)phenoxy)-2-methylpropan-2-ol